Methylethyldipropylammonium C[N+](CCC)(CCC)CC